2-[1-(difluoromethyl)pyrazol-3-yl]Propan-2-amine FC(N1N=C(C=C1)C(C)(C)N)F